3,7-Di-ethylnonane-4,6-dione C(C)C(CC)C(CC(C(CC)CC)=O)=O